N-hydroxy-sulfosuccinimide sodium salt [Na+].ON1C(C(CC1=O)S(=O)(=O)[O-])=O